COC(C(CCCC1(COC1)COS(=O)(=O)C1=CC=C(C)C=C1)(C([2H])([2H])[2H])C1=CC(=CC=C1)I)=O.C(C)(C)(C)NC(C1=CC(=CC=C1)NC(CC1=C(C=CC(=C1)Cl)OC)=O)=O N-tert-butyl-3-[[2-(5-chloro-2-methoxy-phenyl)acetyl]amino]benzamide methyl-2-(3-iodophenyl)-2-(methyl-d3)-5-(3-((tosyloxy)methyl)oxetan-3-yl)pentanoate